C1(CCC1)N1C=C(C2=CC(=C(C=C12)C1=NC=C(C=C1C(F)(F)F)F)F)[C@@H](C(F)F)NS(=O)(=O)C1CC1 (S)-N-(1-(1-cyclobutyl-5-fluoro-6-(5-fluoro-3-(trifluoromethyl)pyridin-2-yl)-1H-indol-3-yl)-2,2-difluoroethyl)cyclopropanesulfonamide